BrC1=CC=C(C=C1)[C@H](C(=O)N1CCN(CC1)C=1C2=C(N=CN1)[C@@H](C[C@H]2C)O)CCNCC(C(F)(F)F)O (2R)-2-(4-bromophenyl)-1-(4-((5R,7R)-7-hydroxy-5-methyl-6,7-dihydro-5H-cyclopenta[d]pyrimidin-4-yl)piperazin-1-yl)-4-(3,3,3-trifluoro-2-hydroxypropylamino)butan-1-one